tert-butyl 6-[(5-iodo-7H-pyrrolo[2,3-d]pyrimidin-2-yl)methyl]-2-azaspiro[3.3]heptane-2-carboxylate IC1=CNC=2N=C(N=CC21)CC2CC1(CN(C1)C(=O)OC(C)(C)C)C2